O1CCC(CC1)NC(=O)C=1C=C(C=NC1)C1=CC=NC=C1 N-(tetrahydro-2H-pyran-4-yl)-3,4'-bipyridine-5-carboxamide